FC1=C(C(=CC=C1)F)[C@@H]1CC(=NO1)C=1N=C(SC1)C1CCN(CC1)C(CN1N=C(C=C1C)C(F)(F)F)=O 1-(4-{4-[(5S)-5-(2,6-Difluorophenyl)-4,5-dihydro-1,2-oxazol-3-yl]-1,3-thiazol-2-yl}piperidin-1-yl)-2-[5-methyl-3-(trifluoromethyl)-1H-pyrazol-1-yl]ethanon